CN(CCCCCCCC)CCCCCCCC N-methyl-dioctylamine